[N+](=O)([O-])C1=C(C=CC(=C1)[N+](=O)[O-])[O-].[Na+].FC1C(C1)C(=O)NC=1N=C2N(C=C(C=C2)C=2C=NC=C(C2C)F)C1C 2-fluoro-N-(6-(5-fluoro-4-methylpyridin-3-yl)-3-methylimidazo[1,2-a]pyridin-2-yl)cyclopropane-1-carboxamide sodium 2,4-dinitrophenolate